ClC1=C(CC2NC(=NOC2)C2=CC(=NC=C2OC2=C(C(=CC=C2)C)F)C)C=CC(=C1)C 5-(2-chloro-4-methylbenzyl)-3-[5-(2-fluoro-3-methylphenoxy)-2-methylpyridin-4-yl]-5,6-dihydro-4H-1,2,4-oxadiazine